FC1=CC=C2C(=CNC(C2=C1F)=O)[C@H](C)N(C(=O)NC1=CC=C2C=CNC2=C1)C (S)-1-(1-(7,8-difluoro-1-oxo-1,2-dihydroisoquinolin-4-yl)ethyl)-3-(1H-indol-6-yl)-1-methylurea